FC1=C(C(=CC(=C1)C1=NC=C(C(=N1)OCC(C)C)F)F)N1CC(CC1)CC(=O)O {1-[2,6-difluoro-4-(5-fluoro-4-isobutoxy-pyrimidin-2-yl)-phenyl]-pyrrolidin-3-yl}-acetic acid